Cl.ClC1=C(C=CC(=C1)C(F)(F)F)C=1OC2=C(C(=CC(=C2C(C1)=O)O)O)[C@H]1[C@@H](N(CC1)C)CO (+)-trans-2-(2-chloro-4-trifluoromethylphenyl)-5,7-dihydroxy-8-(2-hydroxymethyl-1-methyl-pyrrolidin-3-yl)-chromen-4-one hydrochloride